C=1(C(=CC=CC1)C(=O)O)C=1C(=CC=CC1)C(=O)O 2,2'-Biphenyl-dicarboxylic acid